CCOCOCCOCCC 3,5,8-trioxaundecane